ethyl 2,4,5-trifluorophenylacetoacetate FC1=C(C=C(C(=C1)F)F)CC(CC(=O)OCC)=O